4,5,6,7-tetrabromoisoindoline-1,3-dione BrC1=C2C(NC(C2=C(C(=C1Br)Br)Br)=O)=O